sodium DI-sec-octyl maleate C(\C=C/C(=O)OC(C)CCCCCC)(=O)OC(C)CCCCCC.[Na]